N1COC2C1=CCCO2 tetrahydropyrano[3,2-d]oxazole